OC1=CC=C(C=C1)C(C)(C)C1=CC=C(OC)C=C1 (4-(4-hydroxyphenyl-isopropyl)-phenoxy)-methane